C1(CC1)NC(C([C@H](CCC(C)(F)F)NC(=O)[C@H]1N(C[C@@H]2CCCC[C@@H]2C1)C([C@H](C(C)(C)C)NC(OC)=O)=O)=O)=O Methyl ((S)-1-((3S,4aR,8aR)-3-(((S)-1-(cyclopropylamino)-6,6-difluoro-1,2-dioxoheptan-3-yl)carbamoyl)octahydroisoquinolin-2(1H)-yl)-3,3-dimethyl-1-oxobutan-2-yl)carbamate